OC=N Hydroxymethylenimine